BrC(C(=O)OCCCCCC)(C)C hexyl 2-bromo-2-methylpropionate